C(CCC)NC1(CCC(CC1)N)C(C)CC N-butyl-(sec-butyl)cyclohexane-1,4-diamine